S1N=CC=C1C1=CC=C(C=C1)C1=NOC(C1)(O)C(F)(F)F 3-[4-(1,2-thiazol-5-yl)phenyl]-5-(trifluoromethyl)-4H-1,2-oxazol-5-ol